FC(CO)(CN1[C@@H](C=2NC3=CC=CC=C3C2C[C@H]1C)C1=CN=C(S1)O[C@H]1CN(CCC1)CCCF)F 2,2-Difluoro-3-((1S,3R)-1-(2-(((R)-1-(3-fluoropropyl)piperidin-3-yl)oxy)thiazol-5-yl)-3-methyl-1,3,4,9-tetrahydro-2H-pyrido[3,4-b]indol-2-yl)propan-1-ol